NC1=C(C(=NN1C)C)C1=C(C=C(C#N)C=C1)Cl 4-(5-amino-1,3-dimethyl-1H-pyrazol-4-yl)-3-chlorobenzonitrile